FCCN1C2CCC(C1C(=O)OC)C2 methyl 2-(2-fluoroethyl)-2-azabicyclo[2.2.1]heptane-3-carboxylate